NC1=CC2=CN(N=C2C=C1C(F)F)C1CCC(CC1)CO [4-[5-amino-6-(difluoromethyl)indazol-2-yl]cyclohexyl]methanol